(4aR,8aS)-6-[7-[[5-(trifluoromethyl)-2-pyridyl]methyl]-2-azaspiro[3.5]nonane-2-carbonyl]-4,4a,5,7,8,8a-hexahydropyrido[4,3-b][1,4]oxazin-3-one FC(C=1C=CC(=NC1)CC1CCC2(CN(C2)C(=O)N2C[C@@H]3[C@@H](OCC(N3)=O)CC2)CC1)(F)F